The molecule is a biflavonoid that is the 7,4'-dimethyl ether derivative of amentoflavone. Isolated from Ginkgo biloba and Dioon, it exhibits anti-HSV-1, antineoplastic and inhibitory activities towards arachidonate 5-lipoxygenase and cyclooxygenase 2. It has a role as an anti-HSV-1 agent, a cyclooxygenase 2 inhibitor, an EC 1.13.11.34 (arachidonate 5-lipoxygenase) inhibitor, an antineoplastic agent and a metabolite. It is a biflavonoid, a hydroxyflavone, a methoxyflavone and a ring assembly. It derives from an amentoflavone. COC1=C(C=C(C=C1)C2=CC(=O)C3=C(C=C(C=C3O2)OC)O)C4=C(C=C(C5=C4OC(=CC5=O)C6=CC=C(C=C6)O)O)O